4,4-dimethyl-1λ2-pyrrolidin-2-one CC1(CC([N]C1)=O)C